2-[2-(Acryloyloxy)ethyloxy]ethylisocyanat C(C=C)(=O)OCCOCCN=C=O